tert-butyl 4-(4-bromo-1H-pyrrolo[2,3-c]pyridin-1-yl)piperidine-1-carboxylate BrC1=C2C(=CN=C1)N(C=C2)C2CCN(CC2)C(=O)OC(C)(C)C